3-Hydroxyvalproic acid CCCC(C(CC)O)C(=O)O